N-(4-chloro-2-fluoro-5-(2-(methylamino)-8,9-dihydroimidazo[1',2':1,6]pyrido[2,3-d]pyrimidin-6-yl)phenyl)-4-(trifluoromethyl)pyridineamide ClC1=CC(=C(C=C1C1=CC2=C(N=C(N=C2)NC)N2C1=NCC2)NC(=O)C2=NC=CC(=C2)C(F)(F)F)F